N-(3-(6-((1,2,4-thiadiazol-5-yl)amino)-4-(morpholinomethyl)pyridin-2-yl)phenyl)acrylamide S1N=CN=C1NC1=CC(=CC(=N1)C=1C=C(C=CC1)NC(C=C)=O)CN1CCOCC1